C12(CC(C1)C2)C(=O)N2CC1(C2)CN(C[C@H]1COCC1=C(C(=O)O)C(=CC=C1)C1CCC(CC1)(F)F)C(=O)C=1C=NN(C1)CC1=CC=C(C=C1)F (S)-2-(((2-(bicyclo[1.1.1]pentane-1-carbonyl)-6-(1-(4-fluorobenzyl)-1H-pyrazole-4-carbonyl)-2,6-diazaspiro[3.4]octan-8-yl)methoxy)methyl)-6-(4,4-difluorocyclohexyl)benzoic acid